dibenzo[b,d]Thiophene-4-amine C1=CC=C(C=2SC3=C(C21)C=CC=C3)N